[SiH3][Zr](C1C(=CC2=CC=CC=C12)C)C1(C(=C(C(=C1)C)C)C)C silyl-(tetramethylcyclopentadienyl)(2-methylindenyl)zirconium